OC[C@@H]1N(C[C@@H]([C@H]([C@@H]1O)O)O)CC1CN(C1)[C@@H]1[C@@H](CCCC1)C(F)(F)F (2S,3R,4R,5S)-2-(hydroxymethyl)-1-((1-((1S,2R)-2-(trifluoromethyl)cyclohexyl)azetidin-3-yl)methyl)piperidine-3,4,5-triol